C1(=CC=C(C=C1)C(C(F)(F)N=[N+]=[N-])=O)C1=CC=CC=C1 1-([1,1'-biphenyl]-4-yl)-2-azido-2,2-difluoroethane-1-one